C1(CCCC1)OC=1C2=C(N=C(N1)NC1=CC=C(C=C1)CN1CCN(CC1)C)NC=C2C2=C(C=C(C=C2)F)F 4-(cyclopentyloxy)-5-(2,4-difluorophenyl)-N-(4-((4-methylpiperazin-1-yl)methyl)phenyl)-7H-pyrrolo[2,3-d]pyrimidin-2-amine